(((3,3,3-trifluoroprop-1-en-1-yl)oxy)methyl)benzene FC(C=COCC1=CC=CC=C1)(F)F